(3E)-3-[2-(dimethylamino)ethylidene]-1-[4-({3-methyl-4-[(1-methyl-1,2,3-benzotriazol-5-yl)oxy]phenyl}amino)pyrido[3,2-d]pyrimidin-6-yl]pyrrolidin-2-one CN(C\C=C/1\C(N(CC1)C=1C=CC=2N=CN=C(C2N1)NC1=CC(=C(C=C1)OC1=CC2=C(N(N=N2)C)C=C1)C)=O)C